FC1=C(CC=2C(=CC(=C3CCCC23)OCC(=O)O)C)C=CC(=C1C(C)C)O 2-((7-(2-fluoro-4-hydroxy-3-isopropylbenzyl)-6-methyl-2,3-dihydro-1H-inden-4-yl)oxy)acetic acid